C[C@H]1C[C@@H](C(N2[C@@H](O1)CC(C2C(=O)NC2=C(C=CC=C2)SSC2=C(C=CC=C2)NC(=O)C2C(C[C@@H]1OCC[C@@H](C(N12)=O)NC([C@H](C)NC)=O)(C)C)(C)C)=O)NC([C@H](C)NC)=O methyl-(S,4S,4'S,9aS,9a'S)-N,N'-(disulfanediylbis(2,1-phenylene))bis(8,8-dimethyl-4-((S)-2-(methylamino)propanamido)-5-oxooctahydropyrrolo[2,1-b][1,3]oxazepine-7-carboxamide)